2-(7-amino-9-(pyrimidin-2-yl)-3,9-diazaspiro[5.5]undec-3-yl)-5-((4-chloro-2-methyl-2H-indazol-5-yl)thio)-3,6-dimethylpyrimidin-4(3H)-one NC1C2(CCN(CC2)C2=NC(=C(C(N2C)=O)SC2=C(C3=CN(N=C3C=C2)C)Cl)C)CCN(C1)C1=NC=CC=N1